C1(CC1)N1C(C=2N(CC1)N=C(C2)NC=2C(=C(N=NC2)C(=O)NC([2H])([2H])[2H])NC2=C(C(=CC=C2)C2=NC=C(C=N2)F)OC)=O ((5-cyclopropyl-4-oxo-4,5,6,7-tetrahydropyrazolo[1,5-a]pyrazin-2-yl)amino)-4-((3-(5-fluoropyrimidin-2-yl)-2-methoxyphenyl)amino)-N-(methyl-d3)pyridazine-3-carboxamide